COC=1N=C(C2=C(N1)C(=CS2)C=O)OC 2,4-Dimethoxythieno[3,2-d]pyrimidine-7-carbaldehyde